4-(4-(5-fluoro-2-methoxy-3'-methyl-4'-(3-methyl-2-oxoimidazolidin-1-yl)-[1,1'-biphenyl]-3-yl)pyridin-2-yl)piperazine-1-carboxylic acid tert-butyl ester C(C)(C)(C)OC(=O)N1CCN(CC1)C1=NC=CC(=C1)C=1C(=C(C=C(C1)F)C1=CC(=C(C=C1)N1C(N(CC1)C)=O)C)OC